FC1=C(C=CC(=C1)N1C[C@@](CCC1)(CCC1=CC(=CC=C1)C(F)(F)F)N(C1CCN(CC1)C)C)S(=O)(=O)NC1=NC=NC=C1 (S)-2-Fluoro-4-(3-(methyl(1-methylpiperidin-4-yl)amino)-3-(3-(trifluoromethyl)-phenethyl)piperidin-1-yl)-N-(pyrimidin-4-yl)benzenesulfonamide